isooctyl stearate, potassium salt [K].C(CCCCCCCCCCCCCCCCC)(=O)OCCCCCC(C)C